3-chloro-4-((3,5-difluoropyridin-2-yl)methoxy)-2'-(2-(4-methoxypiperidin-1-yl)pyrimidin-4-yl)-5',6-dimethyl-2H-[1,4'-bipyridine]-2-one ClC=1C(N(C(=CC1OCC1=NC=C(C=C1F)F)C)C1=CC(=NC=C1C)C1=NC(=NC=C1)N1CCC(CC1)OC)=O